C(CCCCCCCC=CCCCCCCCC)(=O)N[C@@H](CC1=CNC=N1)C(=O)O N-(9-octadecenoyl)histidine